Cl.N[C@H](C(=O)N1[C@@H]2CC([C@H]([C@H]1C(=O)N[C@H](C(=O)N)C[C@H]1C(NCC1)=O)CC2)(F)F)CC2CCC2 (1S,3S,4S)-2-[(2S)-2-amino-3-cyclobutyl-propanoyl]-N-[(1S)-2-amino-2-oxo-1-[[(3S)-2-oxopyrrolidin-3-yl]methyl]ethyl]-5,5-difluoro-2-azabicyclo[2.2.2]octane-3-carboxamide hydrochloride